(dimethylamino)diethyl-(4-vinylphenyl)silane CN(C)[Si](C1=CC=C(C=C1)C=C)(CC)CC